heptene-2,3-dicarboxylic acid C=C(C(CCCC)C(=O)O)C(=O)O